1,6-hexanediyl-bis(2-(2-(1-ethylpentyl)-3-oxazolidinyl)ethyl)carbamate CCCCC(CC)C1N(CCO1)CCOC(=O)NCCCCCCNC(=O)OCCN2CCOC2C(CC)CCCC